OC=1C=CC=2CC3=CC=C(C=C3OC2C1)O 3,6-dihydroxyl-xanthene